COC(CC1=CC(=NO1)C)=O 2-(3-methyl-1,2-oxazol-5-yl)acetic acid methyl ester